C(C)(C)N1C(=NN=C1)C1=CC=CC(=N1)N1C(N(CC1)C1=CC=C(C=C1)S(=O)(=O)C)=O 1-(6-(4-isopropyl-4H-1,2,4-triazol-3-yl)pyridin-2-yl)-3-(4-(methylsulfonyl)phenyl)imidazolidin-2-one